COC1=NN=C2N1N=C(C(=C2C)C)N2CC=1C=C(C=NC1CC2)C(F)(F)F 6-(3-Methoxy-7,8-dimethyl-[1,2,4]triazolo[4,3-b]pyridazin-6-yl)-3-(trifluoromethyl)-7,8-dihydro-5H-1,6-naphthyridine